CS(=O)C=1N=CC=2N=CN=C(C2N1)NC1=CC(=C(C=C1)OC1=CC=2N(C=C1)N=CN2)C 6-methylsulfinyl-N-[3-methyl-4-([1,2,4]triazolo[1,5-a]pyridin-7-yloxy)phenyl]pyrimido[5,4-d]pyrimidin-4-amine